(7S)-5-(4-fluoro-3-methylphenyl)-3-(imidazo[1,2-a]pyridin-6-yl)-7-methyl-6,7-dihydropyrazolo[1,5-a]pyrazin-4(5H)-one FC1=C(C=C(C=C1)N1C(C=2N([C@H](C1)C)N=CC2C=2C=CC=1N(C2)C=CN1)=O)C